C1(=CC=C(C=C1)N1C(C=CC1=O)=O)N1C(C=CC1=O)=O N,N'-(1,4-Phenylene)dimaleimide